F[P-](F)(F)(F)(F)F.C1(=C(C=CC=C1)[N+]1=CC=CC=C1)C tolylpyridinium hexafluorophosphate